FC=1C(=NC=CC1)C(C)NCC=1C=CC2=C(N=C(S2)C)C1 1-(3-Fluoropyridin-2-yl)-N-((2-methylbenzo[d]thiazol-5-yl)methyl)ethan-1-amine